NN1C(CN=C(C2=C1C=CC(=C2Cl)C(F)(F)F)C2=C(C=CC(=C2)OC)F)=O 1-amino-6-chloro-5-(2-fluoro-5-methoxy-phenyl)-7-(trifluoromethyl)-3H-1,4-benzodiazepin-2-one